N1=CC(=CC=C1)C=1C=NC2=CC(=C(C=C2C1)O)O 3-Pyridin-3-yl-quinoline-6,7-diol